FC=1C(=C(C=CC1)O)C1=NC(=C2N1CCCC2)C2=C(C=CC=C2)O 3-fluoro-2-(1-(2-hydroxyphenyl)-5,6,7,8-tetrahydroimidazo[1,5-a]pyridin-3-yl)phenol